(t-butoxy)zirconium C(C)(C)(C)O[Zr]